C1(CC1)S(=O)(=O)N1N=CC(=C1)C1=NC=CC(=N1)N (1-(cyclopropylsulfonyl)-1H-pyrazol-4-yl)pyrimidin-4-amine